C(=C)C1=CC=C(C[N+]2=CC=[N+](C=C2)CC2=CC=C(C=C2)C=C)C=C1 1,4-bis(4-vinylbenzyl)pyrazine-1,4-diium